4-(3-(4-Chloro-2-methoxyphenyl)-2,3-dihydrobenzo[b][1,4]dioxin-5-yl)-3,6-Dihydropyridine-1(2H)-carboxylate ClC1=CC(=C(C=C1)C1OC2=C(OC1)C=CC=C2C=2CCN(CC2)C(=O)[O-])OC